5-dimethylamino-1-naphthalenesulfonic acid sodium salt [Na+].CN(C1=C2C=CC=C(C2=CC=C1)S(=O)(=O)[O-])C